ClC1=CC=C(CNC(=O)NCCCCC2CCN(CC2)CC2=NC=CC=C2)C=C1 1-(4-chlorobenzyl)-3-(4-(1-picolinylpiperidin-4-yl)butyl)urea